N-(2-(2-chloro-5-fluorophenoxy)-3-cyano-4-fluorophenyl)-3-fluoro-5-(trifluoromethyl)benzamide ClC1=C(OC2=C(C=CC(=C2C#N)F)NC(C2=CC(=CC(=C2)C(F)(F)F)F)=O)C=C(C=C1)F